F[C@@H]1C[C@H](N(C1)C(CC1=NC=CN=C1)=O)C(=O)N[C@H](C1=CC=C(C=C1)C(C)C)C1=CC=CC=C1 (2S,4R)-4-fluoro-N-[(S)-phenyl[4-(propan-2-yl)phenyl]methyl]-1-[2-(pyrazin-2-yl)acetyl]pyrrolidine-2-carboxamide